1-[1-oxo-3-(3,4-methylenedioxyphenyl)-2E-propenyl]-piperidine O=C(\C=C\C1=CC2=C(C=C1)OCO2)N2CCCCC2